FC1=C(C=CC=C1F)[C@@H](C)NC=1C2=C(N=C(N1)C)C=NC=C2 4-{[(1R)-1-(2,3-difluorophenyl)ethyl]amino}-2-methylpyrido[3,4-d]pyrimidin